(2-bromo-1-(2-fluorophenyl)-1H-imidazol-4-yl)-N-(1-(methylsulfonyl)piperidin-4-yl)-5-(trifluoromethyl)pyrimidin-2-amine BrC=1N(C=C(N1)C1=NC(=NC=C1C(F)(F)F)NC1CCN(CC1)S(=O)(=O)C)C1=C(C=CC=C1)F